NC1=C(C(=NC=N1)OC1=C(C=C(C=C1)NC(=O)C=1C=NN(C1C(F)(F)F)C1=C(C=CC=C1)F)F)Cl N-[4-(6-amino-5-chloro-pyrimidin-4-yl)oxy-3-fluorophenyl]-1-(2-Fluorophenyl)-5-(trifluoromethyl)pyrazole-4-carboxamide